C(OC)OB(O)O 2-oxa-propyl-boric acid